Benzyl 4-vinylpiperidine-1-carboxylate C(=C)C1CCN(CC1)C(=O)OCC1=CC=CC=C1